C1(CC1)C(CNC1=NN2C(C=N1)=C(C=C2)C=2C=C1C(=NC2)N=C(N1C1CC(C1)(F)F)C)(F)F N-(2-cyclopropyl-2,2-difluoroethyl)-5-(1-(3,3-difluorocyclobutyl)-2-methyl-1H-imidazo[4,5-b]pyridin-6-yl)pyrrolo[2,1-f][1,2,4]triazin-2-amine